5-(N-ethyl-S-methyl-sulfonimidoyl)benzofuran-2-carboxylic Acid C(C)N=S(=O)(C)C=1C=CC2=C(C=C(O2)C(=O)O)C1